COC1=C2C=CCC2=CC=C1 4-methoxy-inden